NC1=NC=C(C=N1)C(=O)NCCCC1=CC=C(C=C1)C=1C=C2C=NN(C2=CC1)C 2-amino-N-(3-(4-(1-methyl-1H-indazol-5-yl)phenyl)propyl)pyrimidine-5-carboxamide